N-(2,6-dimethylphenyl)-2-(2-methyl-4-piperazin-1-yl-anilino)-5,6-dihydropyrimido[4,5-e]indolizine-7-carboxamide CC1=C(C(=CC=C1)C)NC(=O)C=1C=CN2C3=C(CCC12)C=NC(=N3)NC3=C(C=C(C=C3)N3CCNCC3)C